C(=O)O.FC=1C(=CC2=C(C(=NO2)N2C(NC(CC2)=O)=O)C1)C1CCNCC1 1-(5-fluoro-6-(piperidin-4-yl)benzo[d]isoxazol-3-yl)dihydropyrimidine-2,4(1H,3H)-dione formic acid salt